butyl 2-(4-amino-8-methyl-6-(2-methylpyrimidin-5-yl)-9H-pyrimido[4,5-b]indol-9-yl)acetate NC1=NC=NC=2N(C3=C(C=C(C=C3C21)C=2C=NC(=NC2)C)C)CC(=O)OCCCC